FC1=C(C(=O)NC)C=CC(=C1)B1OC(C(O1)(C)C)(C)C 2-fluoro-N-methyl-4-(4,4,5,5-Tetramethyl-1,3,2-dioxaborolan-2-yl)benzamide